NC=1C(=C(C(=CC1)Cl)C1=CC2=C(N=C(N=C2)NC)N(C1=O)C)Cl 6-(3-amino-2,6-dichloro-phenyl)-8-methyl-2-(methylamino)pyrido[2,3-d]pyrimidin-7-one